tert-butyl (S)-(1-((4-(2,5-dimethylpyridin-4-yl)-3-fluorophenyl)amino)-1-oxo-3,3-diphenylpropan-2-yl)carbamate CC1=NC=C(C(=C1)C1=C(C=C(C=C1)NC([C@H](C(C1=CC=CC=C1)C1=CC=CC=C1)NC(OC(C)(C)C)=O)=O)F)C